(Z)-N-(bis(2,6-dimethoxyphenyl)phosphanyl)-3,4,5-trimethoxybenzimidate COC1=C(C(=CC=C1)OC)P(\N=C(\C1=CC(=C(C(=C1)OC)OC)OC)/[O-])C1=C(C=CC=C1OC)OC